ClC=1C(=C(C=CC1)CN1C(CCC1=O)CC(=O)O)F (-)-2-[1-[(3-Chloro-2-fluorophenyl)methyl]-5-oxo-pyrrolidine-2-yl]acetic acid